(R)-N-(3-(3,5-dimethylisoxazol-4-yl)-4-(piperidin-2-ylmethoxy)phenyl)-2-(5-fluoropyridin-3-yl)acetamide CC1=NOC(=C1C=1C=C(C=CC1OC[C@@H]1NCCCC1)NC(CC=1C=NC=C(C1)F)=O)C